C(C)CC(=O)O.C(CC)(=O)C1=CC=CC=C1 propiophenone (2-ethyl acetate)